methyl 2-fluoro-3-[N-(cyclopropylmethyl)-3-methyl-4-cyanobenzamido]benzoate FC1=C(C(=O)OC)C=CC=C1N(C(C1=CC(=C(C=C1)C#N)C)=O)CC1CC1